[(2S)-4-benzyl-1-methylpiperazine-2-yl]methanol C(C1=CC=CC=C1)N1C[C@H](N(CC1)C)CO